N-(2-hydroxyethyl)-3,5-dimethyl-1H-pyrazole-4-carboxamide OCCNC(=O)C=1C(=NNC1C)C